2-(6-fluoro-2',6'-dimethyl-[1,1'-biphenyl]-3-yl)-5-methyl-4-((3-(trifluoromethyl)phenyl)carbamoyl)-1H-imidazole 3-oxide FC1=CC=C(C=C1C1=C(C=CC=C1C)C)C=1NC(=C([N+]1[O-])C(NC1=CC(=CC=C1)C(F)(F)F)=O)C